Ethyl 4-((2-azabicyclo[2.2.1]heptan-5-yl)oxy)-2-methylthiazole-5-carboxylate C12NCC(C(C1)OC=1N=C(SC1C(=O)OCC)C)C2